N[S@](=NC(CC1=C(C=C(C=C1C(C)C)C#N)C(C)C)=O)(=O)C1=C(N=C(S1)C(C)(C)O)CCO (R)-N-(amino(4-(2-hydroxyethyl)-2-(2-hydroxypropan-2-yl)thiazol-5-yl)(oxo)-λ6-sulfaneylidene)-2-(4-cyano-2,6-diisopropylphenyl)acetamide